7-(6-(difluoromethyl)-5-fluoropyridin-2-yl)-1-methyl-1,3-dihydro-2H-imidazo[4,5-b]pyridin-2-one FC(C1=C(C=CC(=N1)C1=C2C(=NC=C1)NC(N2C)=O)F)F